(Z)-N-phenethyl-N'-(p-tolyl)furan-2-carboximidamide C(CC1=CC=CC=C1)N\C(=N/C1=CC=C(C=C1)C)\C=1OC=CC1